[Ni].[Co].[Sn] tin-cobalt-nickel